stearyl-choline C(CCCCCCCCCCCCCCCCC)OCC[N+](C)(C)C